2-(1-bicyclo[1.1.1]pentanyl)-5-bromo-3-chloro-6-methyl-pyridine C12(CC(C1)C2)C2=NC(=C(C=C2Cl)Br)C